N-(1-benzylpiperidin-4-yl)-2-(4-isopropyl-1,4-diazepan-1-yl)-6,7-dimethoxyquinazolin-4-amine C(C1=CC=CC=C1)N1CCC(CC1)NC1=NC(=NC2=CC(=C(C=C12)OC)OC)N1CCN(CCC1)C(C)C